O=C1NC(CCC1N1C(C2=CC(=C(C=C2C1)C#N)F)=O)=O 2-(2,6-dioxo-3-piperidyl)-6-fluoro-1-oxo-isoindoline-5-carbonitrile